BrC1=CC(N(C=C1)C1CCN(CC1)C)=O 4-bromo-1-(1-methylpiperidin-4-yl)pyridin-2(1H)-one